3-Methyl-5-nitro-2-(2-(trifluoromethyl)pyrimidin-5-yl)benzaldehyde CC=1C(=C(C=O)C=C(C1)[N+](=O)[O-])C=1C=NC(=NC1)C(F)(F)F